FC1=C(C(=C(C(=C1F)O)F)F)P(C1=CC=CC=C1)(C1=C(C(=C(C(=C1F)F)O)F)F)=O bis(2,3,5,6-tetrafluoro-4-hydroxyphenyl)phenylphosphine oxide